3-fluoro-N-(methyl(oxo)(4-(5-(trifluoromethyl)-1,2,4-oxadiazol-3-yl)phenyl)-λ6-sulfaneylidene)benzamide FC=1C=C(C(=O)N=S(C2=CC=C(C=C2)C2=NOC(=N2)C(F)(F)F)(=O)C)C=CC1